C1(=CC=CC=C1)CCC(=O)C1=C(C(=C(C=C1)O)O)O 3-phenyl-1-(2,3,4-trihydroxyphenyl)propan-1-one